1-naphthyl phosphonate P(OC1=CC=CC2=CC=CC=C12)([O-])=O